N=1N(N=C2C1C=CC=C2)C=2C=C(C=C(C2O)C(C)(C)C)CCC(=O)OC methyl 3-(3-(2H-benzotriazol-2-yl)-5-tert-butyl-4-hydroxyphenyl)propionate